C[C@H]1CNC[C@H](C1O)C (3s,4s,5r)-3,5-dimethylpiperidin-4-ol